O=C1NC(CCC1N1C(C2=CC=C(C=C2C1=O)N1CCN(CC1)CCC1CCN(CC1)C1=NC=C(C=C1C(F)(F)F)C=1C=CC=2C3=C(NC2C1)C(=CN=C3)F)=O)=O 2-(2,6-dioxopiperidin-3-yl)-5-(4-(2-(1-(5-(4-fluoro-5H-pyrido[4,3-b]indol-7-yl)-3-(trifluoromethyl)pyridin-2-yl)piperidin-4-yl)ethyl)piperazin-1-yl)isoindoline-1,3-dione